(4S)-3-[[5-[3-(Difluoromethyl)-4-fluoro-phenyl]-2-methoxy-3-pyridyl]methyl]-4-methyl-oxazolidin-2-one FC(C=1C=C(C=CC1F)C=1C=C(C(=NC1)OC)CN1C(OC[C@@H]1C)=O)F